CN(C1=CC=CC=C1)CC1=CC=CC=C1 N-methyl-N-benzyl-aniline